ethyl 4-((2S,5R)-4-(tert-butoxycarbonyl)-5-ethyl-2-methylpiperazin-1-yl)-1-methyl-2-oxo-1,2-dihydropyrazolo[1,5-a][1,3,5]triazine-7-carboxylate C(C)(C)(C)OC(=O)N1C[C@@H](N(C[C@H]1CC)C1=NC(N(C=2N1N=C(C2)C(=O)OCC)C)=O)C